(Z,E)-9,12-tetradecadienol C(CCCCCCC\C=C/C\C=C\C)O